endo-galactosamine OC1[C@H](N)[C@@H](O)[C@@H](O)[C@H](O1)CO